CSC=1C=CC=2C(N1)=NNC2 6-Methylsulfanyl-2H-pyrazolo[3,4-b]pyridine